NCCOCCOCCC(=O)NC1=C(C(=O)NC2=NN(C(=C2)C2CC2)C)C=CC=C1 (3-(2-(2-Aminoethoxy)ethoxy)propionylamino)-N-(5-cyclopropyl-1-methyl-1H-pyrazol-3-yl)benzamide